2-ethoxy-N,6-dimethoxy-N-methylisonicotinamide C(C)OC=1C=C(C(=O)N(C)OC)C=C(N1)OC